BrC=1C(=NC(=NC1)NC1=C(C=C(C(=C1)Cl)N1CCC(CC1)N1CCN(CC1)C)OC)NC1=C(C=CC(=C1)Cl)C1=CN=NN1 5-bromo-N4-(5-chloro-2-(1H-1,2,3-triazol-5-yl)phenyl)-N2-(5-chloro-2-methyl-oxy-4-(4-(4-methylpiperazin-1-yl)piperidin-1-yl)phenyl)pyrimidine-2,4-diamine